2,3,4,5-tetraiodo-1H-pyrrole IC=1NC(=C(C1I)I)I